C(C)(C)(C)C1=C(SC=2[C@]3(OCC(C21)=O)C[C@@H](N(CC3)C(=O)O)C)CC.S(=O)(=O)=C3C(O)C(=CC(C3O)=S(=O)=O)[N+](=O)[O-] 2,4-disulfonyl-6-nitroresorcinol Tert-butyl-(2S,4R)-2'-ethyl-2-methyl-4'-oxo-spiro[piperidine-4,7'-thieno[2,3-c]pyran]-1-carboxylate